N-[6-(2-aminopyrimidin-5-yl)-2-(2-hydroxyethoxy)-3-pyridyl]-3-(4-fluorophenyl)-5-methyl-isoxazole-4-carboxamide NC1=NC=C(C=N1)C1=CC=C(C(=N1)OCCO)NC(=O)C=1C(=NOC1C)C1=CC=C(C=C1)F